2-amino-2-methyl-1-butanol NC(CO)(CC)C